Cl.NC[C@H]1C[C@H](CN1)CNC(=O)C=1C=C(C=C(C1)C1=CC=C(C=C1)F)C1=CC=C(C=C1)F N-(((3R,5R)-5-(aminomethyl)pyrrolidin-3-yl)methyl)-4,4''-difluoro-[1,1':3',1''-terphenyl]-5'-carboxamide hydrochloride salt